N-(beta-aminoethoxy)-gamma-aminopropyl-trimethyl-(ethoxy)silane NCCONCCCC[Si](OCC)(C)C